2,6-dichloro-8-fluoro-5-(2-((1-(3-((4-methoxybenzyl)amino)pyridazin-4-yl)ethyl)amino)ethoxy)quinazolin-4(3H)-one ClC1=NC2=C(C=C(C(=C2C(N1)=O)OCCNC(C)C1=C(N=NC=C1)NCC1=CC=C(C=C1)OC)Cl)F